C(CCCCCCCCCCCCCCCCCC)S nonadecyl mercaptan